C(CCCCCCCC(=O)[O-])(=O)OC(C)(C)C Mono-tert-butyl azelate